The molecule is the hydrochloride salt of conivaptan. It is an antagonist for two of the three types of arginine vasopressin (AVP) receptors, V1a and V2, and is used for the treatment of hyponatraemia (low blood sodium levels) caused by syndrome of inappropriate antidiuretic hormone (SIADH). It has a role as a vasopressin receptor antagonist. It contains a conivaptan. CC1=NC2=C(N1)CCN(C3=CC=CC=C32)C(=O)C4=CC=C(C=C4)NC(=O)C5=CC=CC=C5C6=CC=CC=C6.Cl